C(C1=CC=CC=C1)(C1=CC=CC=C1)(C1=CC=CC=C1)OC[C@H](CCCCCCCCCCCCCCCCCC)O (2S)-1-trityloxyeicosan-2-ol